tert-butyl (4-(piperazin-1-yl)bicyclo[1.1.1]pentan-2-yl)carbamate N1(CCNCC1)C1C2C(C1C2)NC(OC(C)(C)C)=O